tert-butyl 4-(6-bromo-5-fluoro-2-oxo-2,3-dihydro-1H-benzo[d]imidazole-1-yl)piperidine-1-carboxylate BrC=1C(=CC2=C(N(C(N2)=O)C2CCN(CC2)C(=O)OC(C)(C)C)C1)F